4-[2-(6,6-Dimethyl-11-oxo-6,11-dihydro-benzo[b]naphtho[2,3-d]furan-8-yloxy)-ethyl]-1,1-dimethyl-3-oxo-piperazin-1-ium CC1(C2=CC(=CC=C2C(C=2C3=C(OC21)C=CC=C3)=O)OCCN3C(C[N+](CC3)(C)C)=O)C